O=C(CN1N=C(N=C1)C#N)N1CC2=CC=C(C=C2C1)C=1C(=NC=CC1)OCC(F)(F)F 1-(2-oxo-2-(5-(2-(2,2,2-trifluoroethoxy)pyridin-3-yl)isoindolin-2-yl)ethyl)-1H-1,2,4-triazole-3-carbonitrile